(2S)-1-cyclopropyl-2-(5-methyl-1,2,4-Oxadiazol-3-yl)propan-2-amine hydrochloride Cl.C1(CC1)C[C@](C)(N)C1=NOC(=N1)C